N-ethyl-N-propylacrylamide C(C)N(C(C=C)=O)CCC